F[C@H]1[C@H]2CC[C@@H](C[C@@H]1C(=C)C=1N=NC(=CN1)C1=C(C=C(C=C1)N1N=NC=C1)O)N2 2-(3-(1-((1R,2R,3R,5S)-2-fluoro-8-azabicyclo[3.2.1]octan-3-yl)vinyl)-1,2,4-triazin-6-yl)-5-(1H-1,2,3-triazol-1-yl)phenol